2-amino-3-chloro-6,7,7a,8,10,11-hexahydro-9H-pyrazino[1,2-d]pyrido[3,2-b][1,4]oxazepin NC=1C(=CC=2OCCC3N(C2N1)CCNC3)Cl